[N+](=O)([O-])C=1C=C(OCCCCNC(CC[C@H](N)C(=O)O)=O)C=CC1[N+](=O)[O-] N5-(4-(3,4-Dinitrophenoxy)butyl)glutamine